FC=1C=C2C3(C(N(C2=CC1C#C[Si](C)(C)C)C(=O)OC(C)(C)C)=O)CC3 tert-butyl 5'-fluoro-2'-oxo-6'-((trimethylsilyl)ethynyl)spiro[cyclopropane-1,3'-indoline]-1'-carboxylate